BrC1=C(CC2(COC2)C(=O)O)C(=CC=C1)F 3-(2-bromo-6-fluorobenzyl)oxetane-3-carboxylic acid